C(#N)[C@H]1CNCC1 (R)-3-cyanopyrrolidine